3-((6-bromo-3-methyl-1-(tetrahydro-2H-pyran-2-yl)-1H-indazol-4-yl)oxy)pyrrolidine-1-carboxylic acid tert-butyl ester C(C)(C)(C)OC(=O)N1CC(CC1)OC1=C2C(=NN(C2=CC(=C1)Br)C1OCCCC1)C